4-(2-pyridinyl)methylene-2,6-di-tert-butyl-2,5-cyclohexadien-1-one N1=C(C=CC=C1)C=C1C=C(C(C(=C1)C(C)(C)C)=O)C(C)(C)C